4-iodo-2-(methylthio)pyridine IC1=CC(=NC=C1)SC